[2-(2-prop-2-ynoxyethoxy)ethyl]carbamate C(C#C)OCCOCCNC([O-])=O